Methyl-4-(3-(4-nitro-3-(trifluoromethyl)phenyl)-2-(trifluoromethyl)oxazolidin-5-carbonyl)piperazin-1-carboxylat COC(=O)N1CCN(CC1)C(=O)C1CN(C(O1)C(F)(F)F)C1=CC(=C(C=C1)[N+](=O)[O-])C(F)(F)F